tert-Butyl 4-oxotetrahydropyrimidine-1(2H)-carboxylate O=C1NCN(CC1)C(=O)OC(C)(C)C